C1(CCCC1)NC(=O)NC=1C=C(C2=C(N=C(N=C2)SC)N1)C#C[Si](C(C)C)(C(C)C)C(C)C 1-cyclopentyl-3-[2-(methylsulfanyl)-5-[2-(triisopropylsilyl)ethynyl]pyrido[2,3-d]pyrimidin-7-yl]urea